COC(=O)C1=CC(=CN1S(=O)(=O)C1=CC=C(C)C=C1)B(O)O 5-(METHOXYCARBONYL)-1-TOSYL-1H-PYRROL-3-YLBORONIC ACID